3-(5-(1,3,4-oxadiazol-2-yl)pyridin-3-yl)phenyl hexahydrocyclopenta[c]pyrrole-2(1H)-carboxylate C1N(CC2C1CCC2)C(=O)OC2=CC(=CC=C2)C=2C=NC=C(C2)C=2OC=NN2